(2E)-N-{5-[1-(4-ethylphenyl)-1H-pyrazol-4-yl]-1H-indol-3-yl}-4-methoxybut-2-enamide C(C)C1=CC=C(C=C1)N1N=CC(=C1)C=1C=C2C(=CNC2=CC1)NC(\C=C\COC)=O